COC1=CC=C(CO[C@@H](C(=O)O)CC)C=C1 (2R,3R)-((4-methoxybenzyl)oxy)butanoic acid